5-(bromomethyl)isoxazole-3-carboxylic acid BrCC1=CC(=NO1)C(=O)O